(S)-4-allyloxycarbonylamino-4-[2-(2-{2-[2-(2-{2-[2-(2-methoxyethoxy)ethoxy]ethoxy}ethoxy)ethoxy]ethoxy}ethoxy)ethyl-carbamoyl]butyric acid C(C=C)OC(=O)N[C@@H](CCC(=O)O)C(NCCOCCOCCOCCOCCOCCOCCOCCOC)=O